O2-benzyl O1-tert-butyl (2R,4S)-4-hydroxypyrrolidine-1,2-dicarboxylate O[C@H]1C[C@@H](N(C1)C(=O)OC(C)(C)C)C(=O)OCC1=CC=CC=C1